2-amino-N-((3-fluoro-2-pyridinyl)methyl)-3-methyl-N-((6-(trifluoromethyl)-3-pyridinyl)methyl)-6-quinolinecarboxamide NC1=NC2=CC=C(C=C2C=C1C)C(=O)N(CC=1C=NC(=CC1)C(F)(F)F)CC1=NC=CC=C1F